(3R,7S,8S,E)-1-(tert-butyldiphenylsilyl)-3,7-dimethyldec-5-en-1-yn-3,8-diol [Si](C1=CC=CC=C1)(C1=CC=CC=C1)(C(C)(C)C)C#C[C@@](C\C=C\[C@@H]([C@H](CC)O)C)(O)C